(2S)-2-[4-chloro-2-(1,1-difluoropropyl)-5-fluorophenoxy]propionic acid ClC1=CC(=C(O[C@H](C(=O)O)C)C=C1F)C(CC)(F)F